1-(4-(4-chlorobenzyl)-3,4-dihydroquinoxalin-1(2H)-yl)-3-(piperidin-1-yl)propan-1-one ClC1=CC=C(CN2CCN(C3=CC=CC=C23)C(CCN2CCCCC2)=O)C=C1